2-methyl-N-{2-oxo-2-[(2-oxospiro[indoline-3,4'-tetrahydropyran]-6-yl)amino]ethyl}-pyrazole-3-carboxamide CN1N=CC=C1C(=O)NCC(NC1=CC=C2C(=C1)NC(C21CCOCC1)=O)=O